BrC=1C=NC=CC1C1=C(C=2C(NCCC2N1)=O)NC1=C(C(=CC=C1)F)OC 2-(3-bromopyridin-4-yl)-3-[(3-fluoro-2-methoxyphenyl)amino]-1H,5H,6H,7H-pyrrolo[3,2-c]pyridine-4-one